CC=1C=C(OC1C)CC=1N=C2N(C=C(N=C2CC2=C(C=CC=C2)F)C2=CC=CC=C2)C1 2-((4,5-Dimethylfuran-2-yl)methyl)-8-(2-fluorobenzyl)-6-phenylimidazo[1,2-a]pyrazin